4-(4-(2-acetamidoethoxy)phenyl)-1H-1,2,3-triazole-5-carboxylic acid C(C)(=O)NCCOC1=CC=C(C=C1)C=1N=NNC1C(=O)O